C(C)OCCOCCOC=1C=CC(=NC1)C[C@@H]1N(C1)CC1=CC=C(C=C1)OC 5-[2-(2-ethoxyethoxy)ethoxy]-2-({(2S)-1-[(4-methoxyphenyl)methyl]aziridine-2-yl}methyl)pyridine